N-methoxy-N-methylpivalamide CON(C(C(C)(C)C)=O)C